((1-cyclopropyl-2,4-dioxopiperidin-3-ylidene)methyl)glycine 2-butyloctyl-3-ethyl-12-hexyl-6-(2-hydroxyethyl)-10-oxo-9,11-dioxa-3,6-diazaheneicosane-21-carboxylate C(CCC)C(CCCN(CCN(CCOC(OC(CCCCCCCCCC(=O)O)CCCCCC)=O)CCO)CC)CCCCCC.C1(CC1)N1C(C(C(CC1)=O)=CNCC(=O)O)=O